O[C@H](COC[C@H](C)NC1=C(C(NN=C1)=O)C(F)(F)F)C(N1C(C(N(C(C1([2H])[2H])([2H])[2H])C1=NC=C(C=N1)C(F)(F)F)([2H])[2H])([2H])[2H])=O 5-(((S)-1-((R)-2-hydroxy-3-oxo-3-(4-(5-(trifluoromethyl)pyrimidin-2-yl)piperazin-1-yl-2,2,3,3,5,5,6,6-d8)propoxy)propan-2-yl)amino)-4-(trifluoromethyl)pyridazin-3(2H)-one